ClC1=NC=C(C(=N1)N1C[C@@H]([C@H](C1)F)F)I 2-chloro-4-[(3S,4S)-3,4-difluoropyrrolidin-1-yl]-5-iodopyrimidine